BrC1=C(C=C(C=N1)CN1CCC(CC1)C1(CC1)O)F 1-(1-((6-bromo-5-fluoropyridin-3-yl)methyl)piperidin-4-yl)cyclopropan-1-ol